C(#N)C(=C1C(C2=CC=CC=C2C1=O)=O)C#N 2-(dicyano-methylene)indan-1,3-dione